2-(((2S,6S)-2,6-dimethylpiperidin-4-yl)oxy)-7-(1H-pyrazol-4-yl)-5H-isochromeno[3,4-d]thiazole C[C@@H]1N[C@H](CC(C1)OC=1SC2=C(N1)OCC=1C=C(C=CC12)C=1C=NNC1)C